C(#N)C1=C(C=CC(=C1)C(F)(F)F)SCCC(C#N)C#N 2-[2-[2-cyano-4-(trifluoromethyl)phenyl]sulfanylethyl]propanedinitrile